N-(6-(4-cyanophenyl)spiro[3.3]hept-5-en-2-yl)-2-(2,6-dioxopiperidin-3-yl)-1-oxoisoindoline-5-carboxamide C(#N)C1=CC=C(C=C1)C1=CC2(CC(C2)NC(=O)C=2C=C3CN(C(C3=CC2)=O)C2C(NC(CC2)=O)=O)C1